C(C1=CC=CC=C1)[C@@]1([C@@H]([C@@H](OCC2=CC=CC=C2)[C@@H](OCC2=CC3=CC=CC=C3C=C2)[C@@H](O1)C(=O)[O-])NC(C)=O)O[C@@H]1[C@H]([C@H](OCCCN=[N+]=[N-])O[C@@H]([C@@H]1N=[N+]=[N-])C)NC(C(Cl)(Cl)Cl)=O 3-Azidopropyl (benzyl 2-acetamido-3-O-benzyl-2-deoxy-4-O-(2-naphthylmethyl)-α-L-altropyranosyluronate)-(1→3)-4-azido-2,4,6-trideoxy-2-trichloroacetamido-β-D-galactopyranoside